1-(3-(hydroxymethyl)-2-methoxy-5-(trifluoromethyl)phenyl)-3-(2-(1-methyl-1H-imidazo[1,2-b]pyrazole-7-carbonyl)-2-azaspiro[3.3]heptan-6-yl)urea OCC=1C(=C(C=C(C1)C(F)(F)F)NC(=O)NC1CC2(CN(C2)C(=O)C2=C3N(N=C2)C=CN3C)C1)OC